C(C#CC)N1CCC(CC1)C1=C2N(N=C1)C(=C(N2)C2=CC=C(C=C2)OC2=C(C=CC=C2)OC)C(=O)N 7-(1-(but-2-ynyl)piperidin-4-yl)-2-(4-(2-methoxyphenoxy)phenyl)-1H-Imidazo[1,2-b]Pyrazole-3-carboxamide